C(CCC)N(C(=O)OCC1=C(N=NN1C)C1=CC=C(C(=N1)C1CCC1)O[C@@H]1C[C@H](CCC1)C(=O)O)C (1S,3S)-3-((6-(5-(((Butyl(methyl)carbamoyl)oxy)methyl)-1-methyl-1H-1,2,3-triazole-4-yl)-2-cyclobutylpyridin-3-yl)oxy)cyclohexane-1-carboxylic acid